Hydrazinoformic acid N(N)C(=O)O